[N+](=[N-])=C(C(=O)OCCOC(C(C1=CC2=CC=CC=C2C=C1)=[N+]=[N-])=O)C1=CC2=CC=CC=C2C=C1 Ethane-1,2-diyl bis(2-diazo-2-(naphthalen-2-yl)acetate)